3-tert-butyl-1-{5-fluoro-2-oxo-1-[(1S)-1-[3-(trifluoromethoxy)phenyl]ethyl]quinoxalin-6-yl}urea C(C)(C)(C)NC(NC=1C(=C2N=CC(N(C2=CC1)[C@@H](C)C1=CC(=CC=C1)OC(F)(F)F)=O)F)=O